N'-[1,1-difluoro-2-(4-methoxyphenyl)-2-oxo-ethoxy]-6-methyl-3-[3-(trifluoromethyl)phenoxy]pyridazine-4-carboxamidine FC(C(=O)C1=CC=C(C=C1)OC)(ON=C(N)C1=C(N=NC(=C1)C)OC1=CC(=CC=C1)C(F)(F)F)F